FC1=C(C=CC(=C1)C)C1=C(C2=C(CCC1)C=C(C=C2)O)C=2C=NC(=NC2)O[C@@H]2CN(CC2)CCCF 6-(2-Fluoro-4-methylphenyl)-5-[2-[(3S)-1-(3-fluoropropyl)pyrrolidin-3-yl]oxypyrimidin-5-yl]-8,9-dihydro-7H-benzo[7]annulen-2-ol